FC1=C(C=C(C=C1)[C@@H]1[C@@H](C1)C=1C(=NC(=NC1)C1=NC=CC=N1)C1=CC2=C(N=C(S2)C)C=C1)OC cis-6-(5-(2-(4-fluoro-3-methoxyphenyl)cyclopropyl)-[2,2'-bipyrimidin]-4-yl)-2-methylbenzo[d]thiazole